CC1=NN(C(=C1C1=NC(=NC=C1F)N1CCN(CC1)C(=O)N1N=CC[C@H]1C=1C=C(C#N)C=C(C1)F)C)CC1COCC1 3-((5S)-1-(4-(4-(3,5-dimethyl-1-((tetrahydrofuran-3-yl)methyl)-1H-pyrazol-4-yl)-5-fluoropyrimidin-2-yl)piperazine-1-carbonyl)-4,5-dihydro-1H-pyrazol-5-yl)-5-fluorobenzonitrile